6-(2-hydroxy-2-(3'-(trifluoromethoxy)-[1,1'-biphenyl]-3-yl)acetyl)-2-(1-(5-isopropylpyridin-3-yl)cyclopropyl)-3,5,6,7,8,9-hexahydro-4H-pyrimido[5,4-c]azepin-4-one OC(C(=O)N1CC2=C(CCC1)N=C(NC2=O)C2(CC2)C=2C=NC=C(C2)C(C)C)C=2C=C(C=CC2)C2=CC(=CC=C2)OC(F)(F)F